N1C(=CC2=CC=C(C=C12)C1=CC2=C(O1)C=C(S2)C=C(C#N)C#N)C2=CC1=C(O2)C=C(S1)C=C(C#N)C#N 2,2'-{1H-indole-2,6-diylbis[(thieno[3,2-b]furan-2,5-diyl)methanylylidene]}dipropanedinitrile